tert-butyl (S)-2-((4-(2-(4-((2-acetylpyrimidin-5-yl)oxy)phenyl) propan-2-yl)phenoxy)methyl)azetidin-1-carboxylate C(C)(=O)C1=NC=C(C=N1)OC1=CC=C(C=C1)C(C)(C)C1=CC=C(OC[C@H]2N(CC2)C(=O)OC(C)(C)C)C=C1